ClC=1C=C(C=C2C=CC(=C(C12)O)F)OC 8-Chloro-2-fluoro-6-methoxynaphthalene-1-ol